(3-amino-5-methylphenyl)acetonitrile NC=1C=C(C=C(C1)C)CC#N